P(=O)(O)(O)OC=1C=C2CCC3(C2=CC1)CCC(CC3)C(=O)O 5'-(phosphonooxy)-2',3'-dihydrospiro[cyclohexane-1,1'-indene]-4-carboxylic acid